3-Aminopropane-1,2-diol NCC(CO)O